(2-(((2R,3S,4R,5R)-5-(6-chloro-4-(cyclopentylamino)-1H-pyrazolo[3,4-b]pyridin-1-yl)-3,4-dihydroxytetrahydrofuran-2-yl)methoxy)-1-methoxypropan-2-yl)phosphonic acid ClC1=CC(=C2C(=N1)N(N=C2)[C@H]2[C@@H]([C@@H]([C@H](O2)COC(COC)(C)P(O)(O)=O)O)O)NC2CCCC2